tert-butyl (3R,4S)-3-(2-(hex-5-ene-1-oxy)-4-(methoxycarbonyl)phenyl)-4-hydroxypiperidine-1-carboxylate C(CCCC=C)OC1=C(C=CC(=C1)C(=O)OC)[C@@H]1CN(CC[C@@H]1O)C(=O)OC(C)(C)C